[3-[3-cyclopropyl-4-[6-(difluoromethyl)-5-fluoro-2-pyridyl]pyrazol-1-yl]cyclobutyl]methanol C1(CC1)C1=NN(C=C1C1=NC(=C(C=C1)F)C(F)F)C1CC(C1)CO